(1S,5R)-3-cyclopropyl-3,8-diazabicyclo[3.2.1]octan-2-one C1(CC1)N1C([C@@H]2CC[C@H](C1)N2)=O